C(C)(C)(C)C=1C=CC(=C(C1)NC(=O)C=1N=NN(C1C)C1=C(C=CC(=C1)Cl)OC)O N-(5-(tert-butyl)-2-hydroxyphenyl)-1-(5-chloro-2-methoxyphenyl)-5-methyl-1H-1,2,3-triazole-4-carboxamide